CC1=CC=C(C(=O)SCCNC(CCNC([C@@H](C(COP(OP(OC[C@@H]2[C@H]([C@H]([C@@H](O2)N2C=NC=3C(N)=NC=NC23)O)OP(=O)(O)O)(=O)O)(=O)O)(C)C)O)=O)=O)C=C1 p-Methylbenzoyl-CoA